[Si]([O-])([O-])([O-])O.[Mn+2].[Li+].CC(O)([SiH2]CCC[Si](C=C)(C=C)C=C)C dimethyl-[3-(trivinylsilyl)propyl]silylmethanol lithium manganese orthosilicate